NC1=C(C=C(C=N1)NC(C(=O)N1[C@@H](CC[C@H](C1)C)C=1C=CC2=C(N=C(S2)C)C1)=O)C1CC1 N-(6-amino-5-cyclopropyl-3-pyridyl)-2-[(2S,5R)-5-methyl-2-(2-methyl-1,3-benzothiazol-5-yl)-1-piperidyl]-2-oxo-acetamide